C(C(C)(C)C)C1(C=CC=C1)[Zr](N(CC)CC)(N(CC)CC)N(CC)CC (neopentyl-cyclopentadienyl)tris(diethylamino)zirconium